Methyl 4-methyl-3,4-dihydro-2H-1,4-benzoxazine-6-carboxylate CN1CCOC2=C1C=C(C=C2)C(=O)OC